ClC1=C2C=CC=NC2=CC(=C1Cl)Cl 5,6,7-trichloroquinoline